C(#C)C=1C=CC(=NC1)N(C)C 5-ethynyl-N,N-dimethylpyridine-2-amine